(R)-N-(5-(3-cyclopropyl-1,2,4-oxadiazol-5-yl)-2,3-dihydro-1H-inden-1-yl)-2-methyl-2H-tetrazole-5-carboxamide C1(CC1)C1=NOC(=N1)C=1C=C2CC[C@H](C2=CC1)NC(=O)C=1N=NN(N1)C